N-((S)-1-(((S)-1-(((S)-1-cyano-2-((R)-5,5-dimethyl-2-oxopyrrolidin-3-yl)ethyl)amino)-3-cyclopropyl-1-oxopropan-2-yl)amino)-3-(4-fluorophenyl)-1-oxopropan-2-yl)pyrazine-2-carboxamide C(#N)[C@H](C[C@H]1C(NC(C1)(C)C)=O)NC([C@H](CC1CC1)NC([C@H](CC1=CC=C(C=C1)F)NC(=O)C1=NC=CN=C1)=O)=O